C(C1=CC=CC=C1)OC(=O)N[C@@H](CC(=O)OCC1=CC=CC=C1)C(=O)NCCO[C@H]1[C@@H](O)[C@H](O)[C@H](O)[C@@H](O1)C Benzyl (S)-3-{[(benzyloxy)carbonyl]amino}-4-({2-[(α-L-fucopyranosyl)oxy]ethyl} amino)-4-oxobutanoate